BrC=1C(=NN(C1)C)COC[C@@H](C)N(C(OC(C)(C)C)=O)C tert-butyl (R)-(1-((4-bromo-1-methyl-1H-pyrazol-3-yl)methoxy)propan-2-yl)(methyl)carbamate